ClC1=CC(=NC2=NC(=C(N=C21)C)C)C2CC(OCC2)C=2C=CC(N(C2)C)=O 5-[4-(8-chloro-2,3-dimethyl-pyrido[2,3-b]pyrazin-6-yl)tetrahydropyran-2-yl]-1-methyl-pyridin-2-one